[Na+].C(CC(=O)[O-])(=O)[O-].[Na+] malonate sodium salt